(1S,2R)-2-fluorocyclopropan-1-amine F[C@H]1[C@H](C1)N